ClC1=NC=C(C=C1N(C(OC(C)(C)C)=O)C)NC1=NC=CC2=CC(=CC=C12)OCC1(COC1)C tert-butyl (2-chloro-5-((6-((3-methyloxetan-3-yl)methoxy)isoquinolin-1-yl)amino)pyridin-3-yl)(methyl)carbamate